C(C)[Si](OC(CNC(C=C)=O)C(CNC(C=C)=O)O[Si](CC)(CC)CC)(CC)CC N,N'-(2,3-bis((triethylsilyl)oxy)butane-1,4-diyl)diacrylamide